(1s,3R)-1-(5-bromopyrimidin-2-yl)-3-methoxy-3-methylcyclobutane BrC=1C=NC(=NC1)C1CC(C1)(C)OC